ClC1=NC(=CC(=C1)C(C1=NN=CN1C)(F)C1CC1)C1CC1 2-chloro-6-cyclopropyl-4-(cyclopropylfluoro(4-methyl-4H-1,2,4-triazol-3-yl)methyl)pyridine